C(C)C1=C(C=CC=C1)NC1=C(C(=C(C(=C1F)F)F)F)/C=N/C1=C(C=CC=C1)CC (e)-N-(2-ethylphenyl)-2-(((2-ethylphenyl)imino)methyl)-3,4,5,6-tetrafluoroaniline